BrC1=CC=C(S1)S(=O)(=O)NC(=O)C1=C[C@@H]([C@H]([C@H](C1)CC(=O)[O-])CC(=O)[O-])CC(=O)[O-] (1R,2S,3R)-5-(((5-bromothiophen-2-yl)sulfonyl)carbamoyl)cyclohex-4-ene-1,2,3-triacetate